C(C)(C)(C)OC(CC(C(=O)NC=1SC(=C(C1C(C1=CC(=C(C=C1)Cl)F)=O)C)C)N)=O.CC=1C=CC2=CN=C3C=C(C=CC3=C2C1)C(F)(F)F 9-methyl-3-(trifluoromethyl)phenanthridine tert-butyl-3-amino-4-((3-(4-chloro-3-fluorobenzoyl)-4,5-dimethylthiophen-2-yl)amino)-4-oxobutanoate